N-[(1R,3S)-3-aminocyclohexyl]-4-fluoro-benzamide N[C@@H]1C[C@@H](CCC1)NC(C1=CC=C(C=C1)F)=O